C1(=CC=CC=C1)CCC(CC(CCC1=CC=CC=C1)=O)=O 1,7-diphenylheptane-3,5-dione